ethyl 3-[1-[3-[(4S)-4-benzyl-2-oxo-1,3-oxazolidin-3-yl]-5-methylphenyl]ethylamino]-6-fluoropyridine-2-carboxylate C(C1=CC=CC=C1)[C@@H]1N(C(OC1)=O)C=1C=C(C=C(C1)C)C(C)NC=1C(=NC(=CC1)F)C(=O)OCC